O=C1NC(CCC1N1C(C2=CC=CC(=C2C1=O)NC1CCC(CC1)C(=O)N1C[C@H](CC1)CC(=O)OCC1=CC=CC=C1)=O)=O benzyl 2-((3R)-1-((1r,4R)-4-((2-(2,6-dioxopiperidin-3-yl)-1,3-dioxoisoindolin-4-yl)amino)cyclohexane-1-carbonyl)pyrrolidin-3-yl)acetate